2-(3,7-dimethylocta-2,6-dien-1-yl)-5-pentyl-4-(pyridin-2-yl)benzene-1,3-diol CC(=CCC1=C(C=C(C(=C1O)C1=NC=CC=C1)CCCCC)O)CCC=C(C)C